C(C)(C)(C)OC(NCC=1SC2=C(N1)C=C(C(=C2)C)C(NC2(CC2)C2=CC=CC1=CC=CC=C21)=O)=O tert-Butyl((6-methyl-5-((1-(naphthalen-1-yl)cyclopropyl)carbamoyl)benzo[d]thiazol-2-yl)methyl)carbamate